ClC1=NC2=C(C=CC=C2C=C1C=O)Cl 2,8-dichloroquinoline-3-carbaldehyde